(2S)-3-(3,5-difluorophenyl)-2-(9H-fluoren-9-yl-methoxycarbonyl-amino)propanoic acid FC=1C=C(C=C(C1)F)C[C@@H](C(=O)O)N(C(=O)OC)C1C2=CC=CC=C2C=2C=CC=CC12